(5-amino-8-cyclopropylquinolin-6-yl)-[7-fluoro-2-(oxan-2-yl)indazol-4-yl]methanone NC1=C2C=CC=NC2=C(C=C1C(=O)C=1C2=CN(N=C2C(=CC1)F)C1OCCCC1)C1CC1